ClC=1C(=C(C=CC1OCC=1N=CSC1)NC=1C2=C(N=CN1)NC=C2C2CCN(CC2)C(C=C)=O)F 1-(4-(4-((3-chloro-2-fluoro-4-(thiazol-4-ylmethoxy)phenyl)amino)-7H-pyrrolo[2,3-d]pyrimidin-5-yl)piperidin-1-yl)prop-2-en-1-one